(S)-N-(6-(1-cyanospiro[2.2]pentan-1-yl)isoquinolin-3-yl)-1-methyl-1H-pyrazole-4-carboxamide C(#N)[C@]1(CC12CC2)C=2C=C1C=C(N=CC1=CC2)NC(=O)C=2C=NN(C2)C